ruthenium rhodium carbon 4-morpholino-6-(3-pyridyl)-N-[5-(4-pyridyl)-1H-pyrazol-3-yl]furo[3,2-d]pyrimidin-2-amine O1CCN(CC1)C=1C2=C(N=C(N1)NC1=NNC(=C1)C1=CC=NC=C1)C=C(O2)C=2C=NC=CC2.[C].[Rh].[Ru]